(R)-1-(3-(1-aminoethyl)-5-methoxyphenyl)-1,1-difluoro-2-methylpropan-2-ol hydrochloride Cl.N[C@H](C)C=1C=C(C=C(C1)OC)C(C(C)(O)C)(F)F